BrC1CC=2C1=CC=C(C2)Br 2,5-dibromobenzocyclobutene